CC1=NNC2=NC(=NC(=C21)N2CCOCC2)C2=C(C=CC=C2)O 3-[-]-methyl-4-(4-morpholinyl)-1H-pyrazolo[3,4-d]pyrimidin-6-ylphenol